C(CCCCCCCCC)(=O)N[C@@H](CC(=O)O)C(=O)O Nα-caprinoyl-L-aspartic acid